1,4-dicyanotetrafluorobenzene C(#N)C1=C(C(=C(C(=C1F)F)C#N)F)F